5-{[(2S,4R)-1,2-dimethylpiperidin-4-yl]oxy}[1,3]thiazolo[5,4-d][1,3]thiazol CN1[C@H](C[C@@H](CC1)OC=1SC2=C(N1)SC=N2)C